4-bromo-N,N-bis(2-methoxyethyl)aniline silicon [Si].BrC1=CC=C(N(CCOC)CCOC)C=C1